C(C)(C)(C)OC(NCCCBr)=O (3-bromo-propyl)-carbamic acid tert-butyl ester